C(=O)O.C(C)C1=C(C=CC(=C1)O)N=C(N)C1=C(C=2N(N=C1)C=C(C2)C=2C=NC=CC2OCC2CN(C2)C)N[C@H]2COCC2 N'-(2-ethyl-4-hydroxy-phenyl)-6-[4-[(1-methylazetidin-3-yl)methoxy]-3-pyridyl]-4-[[(3R)-tetrahydrofuran-3-yl]amino]pyrrolo[1,2-b]pyridazine-3-carboxamidine formic acid salt